BrC=1C=CC(=NC1)S(=O)(C)=NC([O-])=O (5-bromopyridin-2-yl-methyl-oxo-λ6-sulfanylidene)carbamate